NC1=CC=C(N=N1)C1=CC(=C(C=C1)/N=C/N(C)C)C#N (E)-N'-(4-(6-aminopyridazin-3-yl)-2-cyanophenyl)-N,N-dimethylformamidine